C(C)(C)(C)N1N=C(C=C1NC1=NC(=NC=C1)NC)[C@@H]1C[C@@H](CC1)N(C([O-])=O)C1(CC1)C (1R,3S)-3-(1-(tert-butyl)-5-((2-(methylamino)pyrimidin-4-yl)amino)-1H-pyrazol-3-yl)cyclopentyl(1-methylcyclopropyl)carbamate